N[C@@]1(CN(CC1)C1=C(C=NC(=C1)C#N)C(=O)NC12CC(C1)C2)C 4-[(3S)-3-amino-3-methylpyrrolidin-1-yl]-N-{bicyclo[1.1.1]pentan-1-yl}-6-cyanopyridine-3-carboxamide